C(C)C(C(=O)O)=CCCC ethyl-hexenoic acid